BrC1=NC(=CC=C1)OCC1=C(C=C(C=C1)Cl)OC 2-bromo-6-[(4-chloro-2-methoxy-phenyl)methoxy]pyridine